N-(4-amino-2-(tert-butyl)phenyl)acetamide NC1=CC(=C(C=C1)NC(C)=O)C(C)(C)C